methyltri-n-hexyl-phosphonium Di-phenyl-phosphate C1(=CC=CC=C1)OP(=O)(OC1=CC=CC=C1)[O-].C[P+](CCCCCC)(CCCCCC)CCCCCC